CC1(CC1)C(=O)N1CCC(CC1)C1CN(C1)[C@@H]1[C@H](CCCC1)OC=1C=C2CN(C(C2=CC1)=O)C1C(NC(CC1)=O)=O 3-(5-(((1S,2S)-2-(3-(1-(1-methylcyclopropane-1-carbonyl)piperidin-4-yl)azetidin-1-yl)cyclohexyl)oxy)-1-oxoisoindolin-2-yl)piperidine-2,6-dione